NC1=NC=NN2C1=C(C=C2C=2C=NC(=C(C(=O)N[C@@H]1CN(C[C@@H]1F)S(=O)(=O)CCCC(F)(F)F)C2)OC([2H])([2H])[2H])CN2CC(C2)(F)F 5-{4-amino-5-[(3,3-difluoroazetidin-1-yl)methyl]pyrrolo[2,1-f][1,2,4]triazin-7-yl}-N-[(3R,4S)-4-fluoro-1-(4,4,4-trifluorobutanesulfonyl)pyrrolidin-3-yl]-2-(methoxy-d3)nicotinamide